mercaptoethyltrimethylsilane SCC[Si](C)(C)C